tert-Butyl 3-(4-(1,1-dioxidothiomorpholino)-7-(thiazol-2-yl)benzo[d]oxazol-2-yl)-3,6-diazabicyclo[3.1.1]heptane-6-carboxylate O=S1(CCN(CC1)C1=CC=C(C2=C1N=C(O2)N2CC1N(C(C2)C1)C(=O)OC(C)(C)C)C=1SC=CN1)=O